C(=O)(O)C1=CC=C(C=C1)C1=C2C=C3C(C([NH+]=C3C(=C2OC2=C(C=3NC(C(C3C=C12)(C)C)C)S(=O)(=O)O)S(=O)(=O)O)C)(C)C 12-(4-carboxyphenyl)-7,8,8,16,16,17-hexamethyl-4,20-disulfo-2-oxa-6,18-diazapentacyclo[11.7.0.03,11.05,9.015,19]icosa-1(20),3,5,9,11,13,15(19)-heptaen-6-ium